ClC=1C=CC(=NC1C(F)(F)F)[C@H](NC(=O)N1[C@@H](C(NCC1)=O)C)[C@@H]1C[C@@H](C1)C(F)(F)F |o1:11| (2R)-N-((R or S)-(5-chloro-6-(trifluoromethyl)pyridin-2-yl)(cis-3-(trifluoromethyl)-cyclobutyl)methyl)-2-methyl-3-oxopiperazin-1-carboxamide